(E)-5-bromo-2-methoxy-3-(2-(4-(trifluoromethyl)cyclohexyl)vinyl)pyridine BrC=1C=C(C(=NC1)OC)\C=C\C1CCC(CC1)C(F)(F)F